4-(2-fluoropropan-2-yl)pyridin FC(C)(C)C1=CC=NC=C1